N-(5-fluoropyridin-2-yl)-2-{2-[(±)-1-methyl-5-oxopyrrolidin-2-yl]-5,8-dioxo-6-(propan-2-yl)-5,6,7,8-tetrahydro-4H-pyrazolo[1,5-a]pyrrolo[3,4-d]pyrimidin-4-yl}acetamide FC=1C=CC(=NC1)NC(CN1C=2N(C(C3=C1C(N(C3)C(C)C)=O)=O)N=C(C2)[C@@H]2N(C(CC2)=O)C)=O |r|